ClCC(=O)N(NC(=O)C=1C(=NC=CN1)C(C)NC(C1=CC(=CC(=C1)C(F)(F)F)C(F)(F)F)=O)C N-(1-(3-(2-(2-chloroacetyl)-2-methylhydrazinecarbonyl)pyrazin-2-yl)ethyl)-3,5-bis(trifluoromethyl)benzamide